OC(CS(=O)(=O)O)COCCC[Si](O)(O)O 2-hydroxy-3-[3-(trihydroxysilyl)propoxy]-1-propanesulfonic acid